FC1([C@H]([C@@H](CCC1)O)N[C@H](C)C1=CC=CC=C1)F (1R,2S)-3,3-difluoro-2-(((R)-1-phenylethyl)amino)cyclohexan-1-ol